P(F)(F)F phosphorous acid, fluoride